(5-(4,4,5,5-tetramethyl-1,3,2-dioxaborolan-2-yl)pyridin-2-yl)piperazine CC1(OB(OC1(C)C)C=1C=CC(=NC1)N1CCNCC1)C